O1COC2=C1C=CC(=C2)OCCOC2=CC=C1C(=C(C(C1=C2)=O)C2=CC=C(C=C2)F)C=2N=CSC2C 6-(2-(Benzo[d][1,3]dioxol-5-yloxy)ethoxy)-2-(4-fluorophenyl)-3-(5-methylthiazol-4-yl)-1H-inden-1-one